Cl.N[C@@H]1[C@H](COCC1)O (3R,4S)-4-aminooxan-3-ol hydrochloride